5-amino-1-(4-trifluoromethylphenyl)-3-methylpyrazole NC1=CC(=NN1C1=CC=C(C=C1)C(F)(F)F)C